4-(5-chloropyridin-2-yl)-6-phenyl-2-(spiro[cyclohexane-1,9'-fluoren]-2'-yl)pyrimidine ClC=1C=CC(=NC1)C1=NC(=NC(=C1)C1=CC=CC=C1)C1=CC=2C3(C4=CC=CC=C4C2C=C1)CCCCC3